N,N'-dicyclohexyl-1,1'-biphenyl-4,4'-diamine C1(CCCCC1)NC1=CC=C(C=C1)C1=CC=C(C=C1)NC1CCCCC1